2-amino-3-(3-(2-(tert-butoxy)-2-oxoethyl)-2-oxo-2,3-dihydro-1H-benzo[d]imidazol-1-yl)propanoic acid HCl salt Cl.NC(C(=O)O)CN1C(N(C2=C1C=CC=C2)CC(=O)OC(C)(C)C)=O